N-(2-(3-aminoazetidin-1-yl)-2-(4-fluorophenyl)ethyl)-2,5-bis(trifluoromethyl)pyrazolo[1,5-a]pyrimidin-7-amine NC1CN(C1)C(CNC1=CC(=NC=2N1N=C(C2)C(F)(F)F)C(F)(F)F)C2=CC=C(C=C2)F